COC1=CC=C(CN(S(=O)(=O)C2=CC(=CC3=CN(N=C23)CC2CC2)NC(CC2=C(C=CC=C2)Cl)=O)CC2=CC=C(C=C2)OC)C=C1 N-(7-(N,N-bis-(4-methoxybenzyl)aminosulfonyl)-2-(cyclopropylmethyl)-2H-indazol-5-yl)-2-(2-chlorophenyl)acetamide